(2-amino-2-(hydroxyimino)ethyl)phosphonic acid diisohexyl ester C(CCC(C)C)OP(OCCCC(C)C)(=O)CC(=NO)N